CC1=C(N=NC(=C1)C1=NO[C@@](C1)(C(F)(F)F)C1=C(C(=CC(=C1)C(F)(F)F)Cl)F)C(=O)NCC(NCC(F)(F)F)=O |o1:10| 4-methyl-N-[2-oxo-2-(2,2,2-trifluoroethylamino)ethyl]-6-[(5R or S)-5-[3-chloro-2-fluoro-5-(trifluoromethyl)phenyl]-5-(trifluoromethyl)-4H-isoxazol-3-yl]pyridazine-3-carboxamide